N1C=NC=C1CNC1=CC=C(C=C1)C(C)(C)C N-((1H-imidazol-5-yl)methyl)-4-(tert-butyl)aniline